C1(CC1)CC1=C(C=NN1C)C1=NC(=NC=C1)NC1CCC(CC1)NC(COC)=O N-((1R,4R)-4-((4-(5-(cyclopropylmethyl)-1-methyl-1H-pyrazol-4-yl)pyrimidin-2-yl)amino)cyclohexyl)-2-methoxyacetamide